1-[4-(2,3-dimethylphenyl)piperazin-1-yl]-2-{(3bR,4aR)-3-[4-(2-hydroxyethyl)piperazine-1-carbonyl]-3b,4,4a,5-tetrahydro-1H-cyclopropa[3,4]cyclopenta[1,2-c]pyrazol-1-yl}ethan-1-one CC1=C(C=CC=C1C)N1CCN(CC1)C(CN1N=C(C2=C1C[C@@H]1[C@H]2C1)C(=O)N1CCN(CC1)CCO)=O